tert-Butyl ((1r,4r)-4-(3-(4-(4-fluoro-2-methoxyphenyl)pyridin-2-yl)ureido)cyclohexyl)carbamate FC1=CC(=C(C=C1)C1=CC(=NC=C1)NC(NC1CCC(CC1)NC(OC(C)(C)C)=O)=O)OC